3-(4-chlorophenyl)-1,2,4-oxadiazol-5(4H)-one ClC1=CC=C(C=C1)C1=NOC(N1)=O